C(=C)C=1N(C=C[NH+]1)CC1=CC=CC=C1 vinyl-benzyl-1H-imidazol-3-ium